C(C1=CC=CC=C1)(=O)OC1=CC(=C(C=C1C)C(C(C)C)=O)OC(C1=CC=CC=C1)=O 6-methyl-4-isobutyryl-1,3-benzenediol dibenzoate